C(=O)C=1C(=NC=CC1C)NC(OC(C)(C)C)=O tert-Butyl (3-formyl-4-methylpyridin-2-yl)carbamate